N-(2-aminoethyl)-4-(1H-pyrrolo[2,3-b]pyridin-4-yl)-3,4-dihydro-2H-1,4-thiazine-6-carboxamide hydrochloride Cl.NCCNC(=O)C1=CN(CCS1)C1=C2C(=NC=C1)NC=C2